CCCCCCCCCCCCCCCC(=O)OC[C@H](COP(=O)(O)OCCNC(=O)CCCCC)OC(=O)CCCCCCC/C=C\\C/C=C\\CCCCC The molecule is an N-acylphosphatidylethanolamine in which the N-acyl group is specified as caproyl (hexanoyl) while the phosphatidyl acyl groups at position 1 and 2 are specified as palmitoyl (hexadecanoyl) and linoleoyl (9Z,12Z-octadecadienoyl) respectively. It derives from a hexadecanoic acid, a linoleic acid and a hexanoic acid. It is a conjugate acid of a N-caproyl-1-palmitoyl-2-linoleoyl-sn-glycero-3-phosphoethanolamine(1-).